N1(C=NC=C1)C=1N=C(C2=C(N1)C=CS2)C(=O)NC2CCC(CC2)C(F)(F)F 2-(1H-imidazol-1-yl)-N-((1r,4r)-4-(trifluoromethyl)cyclohexyl)thieno[3,2-d]pyrimidine-4-carboxamide